N-[5-(2,6-difluoro-4-methoxyphenyl)-1-methyl-3-oxo-2-[4-(trifluoromethyl)pyridin-2-yl]-2,3-dihydro-1H-pyrazol-4-yl]-4-(trifluoromethoxy)benzamide FC1=C(C(=CC(=C1)OC)F)C1=C(C(N(N1C)C1=NC=CC(=C1)C(F)(F)F)=O)NC(C1=CC=C(C=C1)OC(F)(F)F)=O